acryloyloxybutylsuccinic acid C(C=C)(=O)OCCCCC(C(=O)O)CC(=O)O